Lithium hexafluorophosphate iron [Fe+2].F[P-](F)(F)(F)(F)F.[Li+].F[P-](F)(F)(F)(F)F.F[P-](F)(F)(F)(F)F